FC1=CC=C(C(C2=CC=C(C=C2)F)CF)C=C1 4,4'-difluorobenzhydryl-fluoromethane